COC1=NC=NC2=CC(=CC(=C12)OC1CCC(CC1)NC=1C2=C(N=C(N1)C)CCO2)N2CCOCC2 N-[4-(4-methoxy-7-morpholino-quinazolin-5-yl)oxycyclohexyl]-2-methyl-6,7-dihydrofuro[3,2-d]pyrimidin-4-amine